C(C)(C)C1=C(C=CC=C1)[C@@H]1N(C(CNC1)=O)C1CC2(C1)CCN(CC2)C(=O)OC(C)(C)C |o1:9| (S or R)-tert-butyl 2-(2-(2-isopropylphenyl)-6-oxopiperazin-1-yl)-7-azaspiro[3.5]nonane-7-carboxylate